C1CN(P(=O)(OC1)NCCCl)CCCl The molecule is the simplest member of the class of ifosfamides that is 1,3,2-oxazaphosphinan-2-amine 2-oxide substituted by 2-chloroethyl groups on both the nitrogen atoms respectively. It is a nitrogen mustard alkylating agent used in the treatment of advanced breast cancer. It has a role as an antineoplastic agent, an immunosuppressive agent, an alkylating agent, an environmental contaminant and a xenobiotic.